(chlorosulfonyl)-4-cyclopropyl-2-fluorobenzoic acid methyl ester COC(C1=C(C(=C(C=C1)C1CC1)S(=O)(=O)Cl)F)=O